CN(C=1C=CC=2N(C3=CC=C(C=C3SC2C1)N(C)C)C(=O)OCC1=C(N2C([C@H]([C@H]2SC1)NC(CC=1SC=CC1)=O)=O)C(=O)O)C (6R,7R)-3-(((3,7-bis(dimethyl-amino)-10H-phenothiazine-10-carbonyl)oxy)methyl)-8-oxo-7-(2-(thiophen-2-yl)acetamido)-5-thia-1-azabicyclo[4.2.0]oct-2-ene-2-carboxylic acid